C(C)(=O)NC=1N=C2N(N=C(C=C2)C=2C(=C(C(=O)NCC3=C(C=CC(=C3)C(F)(F)F)F)C=C(C2F)F)F)C1 3-{2-acetamidoimidazo[1,2-b]pyridazin-6-yl}-2,4,5-trifluoro-N-{[2-fluoro-5-(trifluoromethyl)phenyl]methyl}benzamide